CCCCCCCCCCCCCCCCCC/C=C\OC[C@H](COP(=O)([O-])OCC[N+](C)(C)C)OC(=O)CCCCCCC/C=C\C/C=C\CCCCC 1-(1Z-eicosenyl)-2-(9Z,12Z-octadecadienoyl)-glycero-3-phosphocholine